FC12CC(C1)(C2)CCCCCCCCCCCCCCCCCCCCCCC(=O)O 23-(3-fluorobicyclo[1.1.1]pentan-1-yl)tricosanoic acid